2-cyclopropyl-N-(4-fluoro-3-methylphenyl)-1,4-dimethyl-5-(2-(((1s,4s)-4-(methylsulfonyl)cyclohexyl)amino)-2-oxoacetyl)-1H-pyrrole-3-carboxamide C1(CC1)C=1N(C(=C(C1C(=O)NC1=CC(=C(C=C1)F)C)C)C(C(=O)NC1CCC(CC1)S(=O)(=O)C)=O)C